ClC=1C(=NC(=NC1)NC1=NN(N=C1)C)C1=CC=C2CN(C(C2=C1)=O)[C@@H](C(=O)N[C@H](CO)C1=CC(=NC=C1)N(C)C)C (2R)-2-(6-{5-chloro-2-[(2-methyl-2H-1,2,3-triazol-4-yl)amino]pyrimidin-4-yl}-1-oxo-2,3-dihydro-1H-isoindol-2-yl)-N-[(1S)-1-[2-(dimethylamino)pyridin-4-yl]-2-hydroxyethyl]propanamide